COC1=CC=C(C=C1)NC(=O)C1(CC1)C(=O)NC1=CC=C(C=C1)OC N,N'-bis(4-methoxyphenyl)cyclopropane-1,1-diamide